C(C1CO1)OCCC[SiH2]C(O[Si](C)(C)C)O[Si](C)(C)C γ-glycidoxypropyl-bis(trimethylsiloxy)methylsilane